N-isopropyl-4-methyl-N-(thiazol-4-ylmethyl)-2-(2,4,5-trifluoro-3-hydroxyphenyl)thiazole-5-carboxamide C(C)(C)N(C(=O)C1=C(N=C(S1)C1=C(C(=C(C(=C1)F)F)O)F)C)CC=1N=CSC1